NCCCNC1=NC2=CC=CC=C2C2=C1SC=1C=CC(=CC1C2=O)OC 6-(3-aminopropylamino)-10-methoxy-12H-thiochromeno[2,3-c]quinolin-12-one